O=C(CCCNC1=NNC(C(=C1)C(F)(F)F)=O)N1CCN(CC1)C1=NC=C(C=C1)C(F)(F)F 3-[[4-oxo-4-[4-[5-(trifluoromethyl)-2-pyridyl]piperazin-1-yl]butyl]amino]-5-(trifluoromethyl)-1H-pyridazin-6-one